C(C)(=O)O[C@H](C[C@H](C(C)C)NC(=O)OC(C)(C)C)C=1SC=C(N1)C(=O)N[C@@H](C[C@@H](C(=O)OC)C)CC1=CC=CC=C1 Methyl (2S,4S)-4-{[(2-{(1R,3R)-1-acetoxy-3-[(tert-butoxycarbonyl)amino]-4-methylpentyl}-1,3-thiazol-4-yl)carbonyl]amino}-2-methyl-5-phenylpentanoate